3R*,4S*-1-hydroxy-3-isobutyl-4-[4-(3-methyl-2-butenyloxy)phenyl]pyrrolidine-2,5-dione CC(C)C[C@@H]1[C@@H](C(=O)N(C1=O)O)C2=CC=C(C=C2)OCC=C(C)C